ClCC(=O)N(C)C1=CC=C2C(=CC(OC2=C1)(C)C)C1=CC=C(C=C1)C 2-chloro-N-[2,2-dimethyl-4-(p-tolyl)chromen-7-yl]-N-methyl-acetamide